tert-butyl (R)-(1-(2-(7-(benzyloxy)-1-(cyclopropylmethyl)-1H-indol-2-yl)-1-methyl-5-oxo-1,5,7,8-tetrahydro-6H-imidazo[4,5-g]isoquinolin-6-yl)propan-2-yl)carbamate C(C1=CC=CC=C1)OC=1C=CC=C2C=C(N(C12)CC1CC1)C1=NC=2C(=CC=3CCN(C(C3C2)=O)C[C@@H](C)NC(OC(C)(C)C)=O)N1C